(R)-4-(3-(4-methoxybenzyl)ureido)-N-(1-(pyridin-2-yl)ethyl)benzamide COC1=CC=C(CNC(NC2=CC=C(C(=O)N[C@H](C)C3=NC=CC=C3)C=C2)=O)C=C1